C(C1=CC=CC=C1)OC1=C(C=C(OCCCN2C(CCC2)=O)C=C1)F 1-[3-(4-benzyloxy-3-fluoro-phenoxy)propyl]pyrrolidin-2-one